FC1=CC=C(C=C1)C=1CCCC2=C(C1C1=CC=C(C=C1)N1CCN(CC1)C(C)C)C=CC(=C2)OC 1-(4-(8-(4-fluorophenyl)-3-methoxy-6,7-dihydro-5H-benzo[7]annulen-9-yl)phenyl)-4-isopropylpipeRazine